FC=1C=C(C=C(C1)C)C=1C=NC=C(C1N1CC(C1)CN)C=1NC=2C(=NC=CC2)N1 1-{1-[3-(3-fluoro-5-methylphenyl)-5-{1H-imidazo[4,5-b]pyridin-2-yl}pyridin-4-yl]azetidin-3-yl}methanamine